2-(3-Bromophenyl)-5-(1-(((2-hydroxyethyl)sulfonyl)methyl)cyclopropyl)-2-methylpentanoic acid BrC=1C=C(C=CC1)C(C(=O)O)(CCCC1(CC1)CS(=O)(=O)CCO)C